S(=O)(=O)(C1=CC=C(C=C1)[N+](=O)[O-])C1OCCCC1 noSyloxane